n-octadecyl-dimethyl-sulfonium C(CCCCCCCCCCCCCCCCC)[S+](C)C